(S)-3-((3,5-difluorobenzyl) carbamoyl)-1-(1H-indol-5-yl)-2-oxopyrrolidin-3-yl acetate C(C)(=O)O[C@]1(C(N(CC1)C=1C=C2C=CNC2=CC1)=O)C(NCC1=CC(=CC(=C1)F)F)=O